L-1,3,5-tricarboxyl-phloroglucinol C(=O)(O)C1(O)CC(O)(CC(O)(C1)C(=O)O)C(=O)O